COC=1C=C(C=CC1)C1=NN(C=C1)C1=CC(=NC(=N1)OCCC1CCOCC1)N1CCOCC1 4-(6-(3-(3-methoxyphenyl)-1H-pyrazol-1-yl)-2-(2-(tetrahydro-2H-pyran-4-yl)ethoxy)pyrimidin-4-yl)morpholine